4-Methyl-1,3-dioxan-2-on CC1OC(OCC1)=O